CN1C(N(C2=C3C(=NC=C21)NC(=C3C=3C=C2C=NN(C2=CC3)C([2H])([2H])[2H])C=3C=NN2C3N=CC=C2)C2CCOCC2)=O 3-Methyl-8-(1-(methyl-d3)-1H-indazol-5-yl)-7-(pyrazolo[1,5-a]pyrimidin-3-yl)-1-(tetrahydro-2H-pyran-4-yl)-3,6-dihydroimidazo[4,5-d]pyrrolo[2,3-b]pyridin-2(1H)-on